1-(3-bromophenyl) vinyl-4-methylbenzenesulfonate C(=C)C1=C(C=CC(=C1)C)S(=O)(=O)OC1=CC(=CC=C1)Br